C(C)OC=1C=2N(C=CC1C=1C=NNC1)N=C(N2)NC2=C(C=C(C=C2)S(=O)N)C 4-((8-ethoxy-7-(1H-pyrazol-4-yl)-[1,2,4]triazolo[1,5-a]pyridin-2-yl)amino)-3-methylbenzenesulfinamide